5-bromo-6-ethoxy-2-methyl-2H-benzo[d][1,2,3]triazole BrC1=CC=2C(=NN(N2)C)C=C1OCC